CN(C)C(=[N+]1N=[N+](C2=NC=CC=C21)[O-])N(C)C 1-[bis(dimethylamino)methylene]-1H-1,2,3-triazolo-[4,5-b]pyridinium 3-oxide